[Cl-].C[C@@H]1C=C(C[NH2+]C1)C=1C=[NH+]C=C(C1)C.[Cl-] |r| (±)-5,5'-dimethyl-1,2,5,6-tetrahydro-[3,3'-bipyridine]-1,1'-diium chloride